Toluene-3,4-dithiolate CC1=CC(=C(C=C1)[S-])[S-]